2-(5'-Bromo-4'-chloro-1',2'-dihydrospiro[cyclopentane-1,3'-pyrrolo[2,3-b]pyridin]-3-ylidene)acetonitrile BrC=1C(=C2C(=NC1)NCC21CC(CC1)=CC#N)Cl